C1(=CC=CC=C1)C1=NN=C(S1)CN1C(C(N(CC1)[C@@H]1CC(CC1)C1=CC=CC=C1)=O)=O (S)-1-((5-phenyl-1,3,4-thiadiazol-2-yl)methyl)-4-(3-phenylcyclopentyl)piperazine-2,3-dione